O1C(CC1=O)=O oxetane-2,4-dione